(Rac)-6-cyano-1-methyl-4-[4-methyl-4-(5-methyl-1,3-benzooxazol-2-yl)piperidin-1-yl]-2-oxo-7-[(oxolan-3-yl)oxy]-1,2-dihydroquinoline-3-carboxamide C(#N)C=1C=C2C(=C(C(N(C2=CC1O[C@H]1COCC1)C)=O)C(=O)N)N1CCC(CC1)(C=1OC2=C(N1)C=C(C=C2)C)C |r|